CN(CCCN)C 3-(dimethylamino)propan-1-amine